C(#N)C=1C(=NN2C1C=CC=C2)NC(CC(C)(C)C)=O N-(3-cyanopyrazolo[1,5-a]pyridin-2-yl)-3,3-dimethylbutanamide